C1(CC1)N[C@@H]1CN(CC1)C1=CC=C(N=N1)C1=C(C=C(C=C1)C=1C=NNC1)O 2-{6-[(3S)-3-(cyclopropylamino)pyrrolidin-1-yl]pyridazin-3-yl}-5-(1H-pyrazol-4-yl)phenol